2-(4'-tert-Butylbenzoyl)benzoic acid C(C)(C)(C)C1=CC=C(C(=O)C2=C(C(=O)O)C=CC=C2)C=C1